1-((5-methylthiazol-2-yl)methyl)-5-(3-(m-tolyl)-1,2,4-oxadiazol-5-yl)pyridin-2(1H)-one CC1=CN=C(S1)CN1C(C=CC(=C1)C1=NC(=NO1)C=1C=C(C=CC1)C)=O